CN[C@@H](CCCNC(N)=N)C(=O)O monomethyl-arginine